4-(2,4-difluorophenyl)-7-((3S)-1-methyl-3-piperidinyl)-2-(2-(2-propenoyl)-2,6-diazaspiro[3.4]octan-6-yl)-5,6,7,8-tetrahydro-1,7-naphthyridine-3-carbonitrile FC1=C(C=CC(=C1)F)C1=C(C(=NC=2CN(CCC12)[C@@H]1CN(CCC1)C)N1CC2(CN(C2)C(C=C)=O)CC1)C#N